O=C1N(C[C@H](C1)CCC)[C@H](C(=O)N)CC (2S)-2-[(4S)-2-oxo-4-n-propyl-1-pyrrolidinyl]butanamide